1-(2-(1-benzyl-5-methyl-1H-pyrazol-4-yl)-2-oxoethyl)-5-bromo-4-fluoropyridin-2(1H)-one C(C1=CC=CC=C1)N1N=CC(=C1C)C(CN1C(C=C(C(=C1)Br)F)=O)=O